ClC=1C(=C(C=CC1)C=1CCCC2=C(C1C1=CC=C(C=C1)C(C1CN(C1)CCCF)F)C=CC=C2)C(F)(F)F 8-(3-Chloro-2-(trifluoromethyl)phenyl)-9-(4-(fluoro(1-(3-fluoropropyl)azetidin-3-yl)methyl)phenyl)-6,7-dihydro-5H-benzo[7]annulen